(R)-7-((S)-4-acryloyl-2-methylpiperazin-1-yl)-9-chloro-3-((1-methylpiperidin-4-yl)methyl)-10-(2,4,6-trifluorophenyl)-2,3-dihydro-5H-[1,4]thiazino[2,3,4-ij]quinazolin-5-one C(C=C)(=O)N1C[C@@H](N(CC1)C1=NC(N2C3=C(C(=C(C=C13)Cl)C1=C(C=C(C=C1F)F)F)SC[C@H]2CC2CCN(CC2)C)=O)C